((S)-(7-((R*)-(1-cyanocyclopropyl)(2-(1-(trifluoromethyl)cyclopropyl)acetamido)methyl)imidazo[1,2-b]pyridazin-2-yl)(4,4-difluorocyclohexyl)methyl)carbamate C(#N)C1(CC1)[C@@H](C1=CC=2N(N=C1)C=C(N2)[C@H](C2CCC(CC2)(F)F)NC([O-])=O)NC(CC2(CC2)C(F)(F)F)=O |o1:5|